3-hydroxyundecen-10-enoate OC(=CC(=O)[O-])CCCCCCC=C